1-azaspiro[4.5]dec-3-en-2-one N1C(C=CC12CCCCC2)=O